4-(2,4-difluorophenyl)thiophene-2-carbaldehyde FC1=C(C=CC(=C1)F)C=1C=C(SC1)C=O